2,4,6(1H,3H,5H)-triazine C1NCNCN1